NC1=CC(=NN1C(C)(C)C)[C@@H]1C[C@@H](CC1)N1C(C2=CC=CC=C2C1=O)=O 2-((1R,3S)-3-(5-amino-1-(tert-butyl)-1H-pyrazol-3-yl)cyclopentyl)isoindoline-1,3-dione